C(C)(C)C1=CC2=C(C(=C(O2)C(F)(F)F)C(=NC(C)=O)C2=CC=CC=C2)C=C1 N-((6-Isopropyl-2-(trifluoromethyl)benzofuran-3-yl)(phenyl)methylene)acetamide